O=C1NC(CCC1N(C1=CC(=C(C=C1)N1CCC(CC1)CN1CCC2(CC(C2)NC(OC(C)(C)C)=O)CC1)F)C)=O tert-butyl (7-((1-(4-((2,6-dioxopiperidin-3-yl)(methyl)amino)-2-fluorophenyl)piperidin-4-yl)methyl)-7-azaspiro[3.5]nonan-2-yl)carbamate